C(C=C)(=O)NCC(=O)O[Si](OC(C)=O)(OC(C)=O)CCC acrylamido-propyltriacetoxysilan